C(\C=C\C1=CC=C(C=C1)O)(=O)C(=O)[C@H](O)[C@@H](O)[C@H](O)[C@H](O)CO Coumaroyl-glucose